C(CCC)C1(SC2=C(C(=N1)C#C[Si](C)(C)C)C=CC=C2)C 2-butyl-2-methyl-4-((trimethylsilyl)ethynyl)-2H-benzo[e][1,3]thiazine